methyl (7S)-3,7-dimethyl-2-[(2S)-1-phenylpropan-2-yl]-3H,6H,7H,8H,9H-imidazo[4,5-f]quinoline-6-carboxylate CN1C(=NC2=C3CC[C@@H](N(C3=CC=C21)C(=O)OC)C)[C@H](CC2=CC=CC=C2)C